C(#N)C1=C(C=CC(=C1OC=1C=C2C(N(C=NC2=CC1)C1COC2(C1)CCNCC2)=O)F)NS(=O)(=O)N2C[C@@H](CC2)F (3R)-N-[2-cyano-4-fluoro-3-[3-(1-oxa-8-azaspiro[4.5]decan-3-yl)-4-oxo-quinazolin-6-yl]oxy-phenyl]-3-fluoro-pyrrolidine-1-sulfonamide